C(C)N[C@@H]1CO[C@@H](OC1)C(=O)N1[C@H](C2=CC=CC=C2CC1)C1=CC=C(C=C1)F (cis-5-(ethylamino)-1,3-dioxan-2-yl)((S)-1-(4-fluorophenyl)-3,4-dihydroisoquinolin-2(1H)-yl)methanone